tert-butyl 4-(((4-(tert-butoxycarbonyl)-2-cyclopropyl-5-fluorobenzyl) oxy) methyl)-4-fluoropiperidine-1-carboxylate C(C)(C)(C)OC(=O)C1=CC(=C(COCC2(CCN(CC2)C(=O)OC(C)(C)C)F)C=C1F)C1CC1